N1CC(C1)OC=1C=C(C=2CC(CC2C1)CNCCC1CN(C(O1)=O)C=1C=CC=2OCC(NC2N1)=O)C#N 6-(azetidin-3-yloxy)-2-[[2-[2-oxo-3-(3-oxo-4H-pyrido[3,2-b][1,4]oxazin-6-yl)-1,3-oxazolidin-5-yl]ethylamino]methyl]-2,3-dihydro-1H-indene-4-carbonitrile